NC=1C=2N(C3=CC(=C(C=C3N1)F)C(=O)N(C)[C@@H]1COC3=C1C=CC(=C3)C#CC(C)(C)O)C=NC2 4-amino-7-fluoro-N-[(3S)-6-(3-hydroxy-3-methyl-but-1-ynyl)-2,3-dihydrobenzofuran-3-yl]-N-methyl-imidazo[1,5-a]quinoxaline-8-carboxamide